1-[4-[2-hydroxy-6-(2,2,2-trifluoroethyl)-8,9-dihydro-7H-benzo[7]annulen-5-yl]phenyl]piperidine-4-carbaldehyde OC=1C=CC2=C(CCCC(=C2C2=CC=C(C=C2)N2CCC(CC2)C=O)CC(F)(F)F)C1